C1(CCC1)OC=1C(=C(C(=CC1)\C=C(\B1OC(C(O1)(C)C)(C)C)/F)N1CCOC2(C1)CCN(CC2)C(=O)OC(C)(C)C)C(F)(F)F tert-Butyl (Z)-4-(3-cyclobutoxy-6-(2-fluoro-2-(4,4,5,5-tetramethyl-1,3,2-dioxaborolan-2-yl)vinyl)-2-(trifluoromethyl)phenyl)-1-oxa-4,9-diazaspiro[5.5]undecane-9-carboxylate